ethyl 6-chloro-4-methylthieno[3,2-c]pyridine-2-carboxylate ClC1=CC2=C(C(=N1)C)C=C(S2)C(=O)OCC